C(C)(C)(C)OC(=O)N[C@H](C(=O)O)CC(=O)OCC (S)-2-((tert-Butoxycarbonyl)amino)-4-ethoxy-4-oxobutanoic acid